BrC=1C=C(SC1)C1=NC(=C(C(=N1)Cl)C)C 2-(4-bromothiophen-2-yl)-4-chloro-5,6-dimethylpyrimidine